N-(2-(3-hydroxyazetidin-1-yl)-5-(trifluoromethyl)pyridin-4-yl)-6-(1-methyl-1H-pyrazol-4-yl)picolinamide OC1CN(C1)C1=NC=C(C(=C1)NC(C1=NC(=CC=C1)C=1C=NN(C1)C)=O)C(F)(F)F